ClC1=NC(=CC(=C1)C1=C(N=C2N1N=C(C=C2)C(=O)N[C@H](C(C)(C)O)C)C2=CC(=CC=C2)C#N)C 3-(2-Chloro-6-methyl-4-pyridyl)-2-(3-cyanophenyl)-N-[(1S)-2-hydroxy-1,2-dimethyl-propyl]imidazo[1,2-b]pyridazine-6-carboxamide